(R)-4-(4-(3-(2-chlorophenyl)ureido)-1H-pyrazol-1-yl)-N-(tetrahydrofuran-3-yl)thiophene-2-carboxamide ClC1=C(C=CC=C1)NC(NC=1C=NN(C1)C=1C=C(SC1)C(=O)N[C@H]1COCC1)=O